C(C1=CC=CC=C1)N1CC2=NC=CC=C2C1 6-benzyl-6,7-dihydro-5H-pyrrolo[3,4-b]pyridine